4,6-bis(naphthalene-1-yl)-2-(4''-cyano-[1,1':4',1'']terphenyl-4-yl)-benzoxazole C1(=CC=CC2=CC=CC=C12)C1=CC(=CC2=C1N=C(O2)C2=CC=C(C=C2)C2=CC=C(C=C2)C2=CC=C(C=C2)C#N)C2=CC=CC1=CC=CC=C21